C1(CC1)C(=O)NC1=NC=C(C(=O)NC([2H])([2H])[2H])C(=C1)NC1=NN(C2=C1C(N(C=C2)CC(F)(F)F)=O)C 6-(Cyclopropanecarboxamido)-N-(methyl-d3)-4-((1-methyl-4-oxo-5-(2,2,2-trifluoroethyl)-4,5-dihydro-1H-pyrazolo[4,3-c]pyridin-3-yl)amino)nicotinamide